4-fluoro-2-(2-methoxyisonicotinamido)benzo[d]thiazole-6-carboxylic acid FC1=CC(=CC2=C1N=C(S2)NC(C2=CC(=NC=C2)OC)=O)C(=O)O